COC(=O)C1=C(NC(=C1)C1=C2C(=NC=C1)N(C=C2)S(=O)(=O)C2=CC=CC=C2)C2=CC=C(C=C2)OC(F)(F)F 5-[1-(benzenesulfonyl)-1H-pyrrolo[2,3-b]pyridin-4-yl]-2-[4-(trifluoromethoxy)phenyl]-1H-pyrrole-3-carboxylic acid methyl ester